N-(5-(difluoromethoxy)-1H-pyrazol-3-yl)-6-(((2R,4S)-2-methylazepan-4-yl)oxy)pyrazin-2-amine FC(OC1=CC(=NN1)NC1=NC(=CN=C1)O[C@@H]1C[C@H](NCCC1)C)F